N-[(2S)-1-(4-{[2-(3-methyl-1,2-oxazol-5-yl)-1,3-thiazol-5-yl]sulfonyl}piperazin-1-yl)propan-2-yl]-8-(trifluoromethyl)quinazolin-4-amine CC1=NOC(=C1)C=1SC(=CN1)S(=O)(=O)N1CCN(CC1)C[C@H](C)NC1=NC=NC2=C(C=CC=C12)C(F)(F)F